3-((3-(4-(2,6-dimethylpyridin-4-yl)-1H-pyrazol-3-yl)phenoxy)methyl)benzonitrile CC1=NC(=CC(=C1)C=1C(=NNC1)C=1C=C(OCC=2C=C(C#N)C=CC2)C=CC1)C